tert-butyl 1-(6-bromo-1-oxospiro[3H-isoquinoline-4,1'-cyclopropane]-2-yl)cyclopropane-1-carboxylate BrC=1C=C2C(=CC1)C(N(CC21CC1)C1(CC1)C(=O)OC(C)(C)C)=O